F[Sb-](F)(F)(F)(F)F.OC(COC1=C(C=CC=C1)C1=CC=C(C=C1)I)CCCCCCCCCCCC 4-[(2-hydroxy-tetradecyloxy)phenyl]phenyl iodide hexafluoroantimonate